O\N=C(/N)\C=1C=C2C(=NN(C2=CC1)C)C (Z)-N'-hydroxy-1,3-dimethyl-1H-indazole-5-carboxamidine